N-[(2S,3R)-1-(2,2-dimethylpropanoyl)-4,4-difluoro-2-{[3-(4-methylpyridin-2-yl)phenyl]methyl}pyrrolidin-3-yl]ethanesulfonamide CC(C(=O)N1[C@H]([C@H](C(C1)(F)F)NS(=O)(=O)CC)CC1=CC(=CC=C1)C1=NC=CC(=C1)C)(C)C